FC(N1N=C(C=C1)C1=C(C=NC(=C1)C1=CC=C(C=C1)F)C1CCN(CC1)C(C)=O)F 1-(4-(4-(1-(difluoromethyl)-1H-pyrazol-3-yl)-6-(4-fluorophenyl)pyridin-3-yl)piperidin-1-yl)ethan-1-one